3-amino-1-methylazetidin NC1CN(C1)C